2'-chloro-N-(5-((1R,2R)-2-cyanocyclopropyl)-1,3,4-thiadiazol-2-yl)-5'-methoxy-6-methyl-(4,4'-bipyridine)-3-carboxamide ClC1=NC=C(C(=C1)C1=C(C=NC(=C1)C)C(=O)NC=1SC(=NN1)[C@H]1[C@@H](C1)C#N)OC